1,4-Diaza-bicyclo[2.2.2]octan N12CCN(CC1)CC2